N,N'-bis-(2-aminoethyl)-diethylenetriamine NCCNCCN(CCN)CCN